FC1=CC(=C(NC(C)C=2C=C(C=C3C(N(C=4N(C23)C=NC4I)C)=O)C)C=C1)C1=NN(C=N1)C 9-[1-[4-fluoro-2-(1-methyl-1,2,4-triazol-3-yl)anilino]ethyl]-3-iodo-4,7-dimethyl-imidazo[1,5-a]quinazolin-5-one